CC=1C(=NC=C(C1)NC(C(=O)N1C(CCC(C1)C)C1=CC=C(C=C1)C(F)(F)F)=O)NC(OC(C)(C)C)=O tert-butyl (3-methyl-5-(2-(5-methyl-2-(4-(trifluoromethyl)phenyl)piperidin-1-yl)-2-oxoacetamido)pyridin-2-yl)carbamate